CC1=NN=NN1C1=CC=C(C=N1)C(C)O 1-(6-(5-methyl-1H-tetrazol-1-yl)pyridin-3-yl)ethan-1-ol